NC1(CC(C1)O)C(=O)OCC ethyl (1S,3S)-1-amino-3-hydroxycyclobutane-1-carboxylate